3-chloro-1,5-difluoro-2-iodo-4-methoxybenzene ClC=1C(=C(C=C(C1OC)F)F)I